4-chloro-5-(5-chloro-2-(4-(trifluoromethyl)-1H-1,2,3-triazol-1-yl)phenyl)pyridazin-3(2H)-one ClC=1C(NN=CC1C1=C(C=CC(=C1)Cl)N1N=NC(=C1)C(F)(F)F)=O